methyl 3-azido-4-acetamidobenzoate N(=[N+]=[N-])C=1C=C(C(=O)OC)C=CC1NC(C)=O